6-nitro-4-(4-(trifluoromethoxy)phenyl)benzo[d]thiazole [N+](=O)([O-])C1=CC2=C(N=CS2)C(=C1)C1=CC=C(C=C1)OC(F)(F)F